6-fluoro-7-(8-methyl-2,3-dihydro-1H-pyrido[2,3-b][1,4]oxazin-7-yl)-N2-(1-(1-methylcyclopropyl)-1H-pyrazol-4-yl)quinazoline-2,5-diamine FC1=C(C=2C=NC(=NC2C=C1C1=C(C2=C(OCCN2)N=C1)C)NC=1C=NN(C1)C1(CC1)C)N